NC1=NC=NN2C1=CC=C2[C@H]2[C@@H]([C@@H]([C@@](O2)(C#N)COP(=O)(OC2=CC=CC=C2)N[C@H](C(=O)OCC)CC2=CC=CC=C2)O)O Ethyl (2S)-2-(((((2R,3S,4R,5S)-5-(4-aminopyrrolo[2,1-f][1,2,4]triazin-7-yl)-2-cyano-3,4-dihydroxytetrahydrofuran-2-yl) methoxy) (phenoxy) phosphoryl) amino)-3-phenylpropionate